OC1=CC=C(C=C1)C(CCCCC)C1=CC=C(C=C1)O 1,1-Bis(4-hydroxyphenyl)-n-hexane